N-[(1-amino-2-methyl-prop-1-enyl)-methyl-amino]formamide NC(=C(C)C)N(NC=O)C